BrCCCCCOC1=CC=C(C=C1)[C@@H]1[C@@H](CCC2=CC(=CC=C12)O)C1=CC=CC=C1 (1S,2R)-1-[4-(5-bromopentyloxy)phenyl]-2-phenyl-tetrahydronaphthalen-6-ol